FC1=CC=C(COC(C2=C(C=C(C=C2OCC2=CC=C(C=C2)F)OC)OC)=O)C=C1 2,4-dimethoxy-6-[(4-fluorobenzyl)oxy]benzoic acid 4-fluorobenzyl ester